3-(3-(2-chloro-3-(dimethyl-amino)-phenyl)-1H-pyrazolo-[3,4-b]pyrazin-6-yl)-4-methylpiperidin-4-amine ClC1=C(C=CC=C1N(C)C)C1=NNC2=NC(=CN=C21)C2CNCCC2(N)C